FC1(CC12CC(C2)OC2=NN(C(C1=CC=C(C=C21)C2(CC2)F)=O)CC(=O)NC2=NC=C(C=N2)F)F 2-[4-(cis-2,2-difluorospiro[2.3]hexan-5-yl)oxy-6-(1-fluorocyclopropyl)-1-oxophthalazin-2-yl]-N-(5-fluoropyrimidin-2-yl)acetamide